N1=CC=C(C2=CC=CC=C12)N1CCNCC1 4-(quinolin-4-yl)piperazin